C1#CCCCCC1 cycloheptyn